Caffeic acid isobutyl ester C(C(C)C)OC(\C=C\C1=CC(O)=C(O)C=C1)=O